nonamethylenebis(triethylammonium) C(C)[N+](CCCCCCCCC[N+](CC)(CC)CC)(CC)CC